NC(C(=O)NCCN(CC(=O)N1CCN(CC1)C)C)(C)C 2-amino-2-methyl-N-(2-(methyl-(2-(4-methylpiperazin-1-yl)-2-oxoethyl)amino)ethyl)propanamide